ClC1=CC=C2C(=C1)N(C[C@@]21[C@@H](N[C@H]([C@@H]1C1=C(C(=CC=C1)Cl)F)C(=O)NC1=C(C=C(C(=O)O)C=C1)OC)CC(C)(C)C)CC1=CC=C(C=C1)O 4-((2'S,3S,4'S,5'R)-6-chloro-4'-(3-chloro-2-fluorophenyl)-1-(4-hydroxybenzyl)-2'-Neopentylspiro[indoline-3,3'-pyrrolidine]-5'-carboxamido)-3-methoxybenzoic acid